cyanide gold salt [Au+3].[C-]#N.[C-]#N.[C-]#N